4-Amino-7-trifluoromethyl-1-(2-chlorophenyl)-2-oxopyrido[2,3-b]pyridine-3-carboxylic acid methyl ester COC(=O)C1=C(C=2C(=NC(=CC2)C(F)(F)F)N(C1=O)C1=C(C=CC=C1)Cl)N